COS(=O)(=O)[O-].S1C(=CC=C1)[N+](CCO)(CC)C=1SC=CC1 dithienyl-ethylhydroxyethyl-ammonium methyl-sulfate